Cl.NC=1C=C(C(=NC1)C)NC(=O)C=1C=NN2C1SC(=C2)Br N-(5-amino-2-methylpyridin-3-yl)-2-bromopyrazolo[5,1-b]thiazole-7-carboxamide hydrochloride